ClC=1C=C(C=CC1)[C@@H]1[C@H](C1)C(=O)NC1=NC(=CN=C1)NCC=1N=C2N(C=C(C=C2N2CCN(CC2)C)C2CC2)C1 (1S,2S)-2-(3-chlorophenyl)-N-(6-(((6-cyclopropyl-8-(4-methylpiperazin-1-yl)imidazo[1,2-a]pyridin-2-yl)methyl)amino)pyrazin-2-yl)cyclopropane-1-carboxamide